C(C)(C)(C)OC(=O)N1CC2N(CC1)C(N(C2)C21CC(C2)(C1)C(=O)O)=O 3-(7-(tert-butoxycarbonyl)-3-oxohexahydroimidazo[1,5-a]pyrazin-2(3H)-yl)bicyclo[1.1.1]pentane-1-carboxylic acid